1,3,4,5-tetramethylimidazolium-2-carboxylate CN1C(=[N+](C(=C1C)C)C)C(=O)[O-]